ClC1=C(C=C(C=C1C(=O)N1[C@H](C=2C(CC1)=C(N(N2)C)C2=CC(=CC(=C2)F)F)C)F)N2CC1(CCN1C(=O)OC(C)(C)C)C2 tert-butyl 6-[2-chloro-3-[(7S)-3-(3,5-difluorophenyl)-2,7-dimethyl-5,7-dihydro-4H-pyrazolo[3,4-c]pyridine-6-carbonyl]-5-fluoro-phenyl]-1,6-diazaspiro[3.3]heptane-1-carboxylate